ClC1=NC(=NC=C1)C=1C=C2C(=CNC2=CC1)C=O 5-(4-chloropyrimidin-2-yl)-1H-indole-3-formaldehyde